(S)-N-(1-(5-(4-C-chlorophenyl)oxazol-2-yl)-4-(2-fluoroacetamido)butyl)-4'-hydroxymethyl-[1,1'-biphenyl]-3-carboxamide ClC1=CC=C(C=C1)C1=CN=C(O1)[C@H](CCCNC(CF)=O)NC(=O)C=1C=C(C=CC1)C1=CC=C(C=C1)CO